C(CCC)C1=NC(=NN1C1=CC=C(C=C1)OC1=CC=CC=C1)C1=CC=C(OCCCN(CC)CC)C=C1 3-(4-(5-Butyl-1-(4-phenoxyphenyl)-1H-1,2,4-triazol-3-yl)phenoxy)-N,N-diethylpropan-1-amine